FC1=C(C(=O)NCC(F)(F)F)C=CC=C1 2-fluoro-N-(2,2,2-Trifluoroethyl)benzamide